COC(CCN1[C@@H](CN(C[C@@H]1C)C(=O)OC(C)(C)C)C)=O tert-butyl (3r,5s)-4-(3-methoxy-3-oxopropyl)-3,5-dimethylpiperazin-1-carboxylate